ClC1=C(C=CC(=C1)C(F)(F)F)NC(CN1C=2N(C(C(=C1CC)N1CCNCC1)=O)N=C(N2)C2=CC1(C2)CCC1)=O N-(2-chloro-4-(trifluoromethyl)phenyl)-2-(5-ethyl-7-oxo-6-(piperazin-1-yl)-2-(spiro[3.3]hept-1-en-2-yl)-[1,2,4]triazolo[1,5-a]pyrimidin-4(7H)-yl)acetamide